F[S+](F)F.C(C)(C)(C)C1=CC=C(C=C1)[S+](C1=CC=C(C=C1)C(C)(C)C)C1=CC=C(C=C1)C(C)(C)C tris(4-tert-butylphenyl)sulfonium perfluorosulfonium salt